FC(C1=NN=C(O1)C1=CC=C2CN(C(C2=C1)=O)N(CC(=O)OCC)C)F ethyl N-{6-[5-(difluoromethyl)-1,3,4-oxadiazol-2-yl]-1-oxo-1,3-dihydro-2H-isoindol-2-yl}-N-methylglycinate